3-((5-(Aminomethyl)-1-(4,4,4-trifluorobutyl)-1H-indol-2-yl)methyl)-1-cyclopropyl-5-fluoro-1,3-dihydro-2H-benzo[d]imidazol-2-one NCC=1C=C2C=C(N(C2=CC1)CCCC(F)(F)F)CN1C(N(C2=C1C=C(C=C2)F)C2CC2)=O